6-((2S,6R)-2-(1-cyclopropyl-1H-pyrazol-4-yl)-6-methylmorpholino)-8-(2-fluoro-4-(trifluoromethyl)phenyl)-2,3-dimethylpyrimido[5,4-d]pyrimidin-4(3H)-one C1(CC1)N1N=CC(=C1)[C@@H]1O[C@@H](CN(C1)C=1N=C(C=2N=C(N(C(C2N1)=O)C)C)C1=C(C=C(C=C1)C(F)(F)F)F)C